2-Phenoxy-4-trifluoromethylpyridine O(C1=CC=CC=C1)C1=NC=CC(=C1)C(F)(F)F